5-[4-[4-(dimethoxymethyl)-1-piperidyl]phenyl]-6-(4-pyridyl)-8,9-dihydro-7H-benzo[7]annulene-2-carboxylic acid COC(C1CCN(CC1)C1=CC=C(C=C1)C1=C(CCCC2=C1C=CC(=C2)C(=O)O)C2=CC=NC=C2)OC